1-(4-cyclopropoxy-3-(trifluoromethyl)benzyl)-1H-pyrazole-4-carboxylic acid methyl ester COC(=O)C=1C=NN(C1)CC1=CC(=C(C=C1)OC1CC1)C(F)(F)F